BrC=1C=C(C[C@]2(C[C@H](CC2)NS(=O)(=O)C)C(=O)OC)C=CC1Cl methyl (1R,3S)-1-(3-bromo-4-chlorobenzyl)-3-(methylsulfonamido)cyclopentane-1-carboxylate